[methylenebis(4,1-phenylene)]bis[pentanamide] C(C1=CC=C(C=C1)CCCCC(=O)N)C1=CC=C(C=C1)CCCCC(=O)N